6-(bis(4-methoxybenzyl)amino)-4-methyl-3-(trifluoromethyl)pyridine-2-carboxylic acid COC1=CC=C(CN(C2=CC(=C(C(=N2)C(=O)O)C(F)(F)F)C)CC2=CC=C(C=C2)OC)C=C1